FC=1C=C(C=NC1)C1N(OCC1)C(=O)OC(C)(C)C tert-butyl 3-(5-fluoro-3-pyridyl)isoxazolidine-2-carboxylate